(5R)-5-Hydroxy-L-lysine O[C@H](CC[C@H](N)C(=O)O)CN